((4-ethylpiperazin-1-yl)methyl)pyridin C(C)N1CCN(CC1)CC1=NC=CC=C1